((1H-benzo[d][1,2,3]tri-azol-1-yl)oxy)tris(di-methyl-amino)phosphonium hexafluoro-phosphate F[P-](F)(F)(F)(F)F.N1(N=NC2=C1C=CC=C2)O[P+](N(C)C)(N(C)C)N(C)C